hexahydro-1H-pyrrolopyrrole N1CCC2C1CCN2